CN1CCC(CC1)NC(=O)C=1C=NN2C1C=C(C=C2)C2=CNC1=NC=C(C=C12)NC(C1=CC(=NC=C1)N1CCNCC1)=O N-(1-methylpiperidin-4-yl)-5-(5-(2-(piperazin-1-yl)isonicotinamido)-1H-pyrrolo[2,3-b]pyridin-3-yl)pyrazolo[1,5-a]pyridine-3-carboxamide